(R)-N-(3-((4-(4-Aminopyrimidin-2-yl)-1-methyl-1H-pyrazol-5-yl)oxy)-2-fluoropropyl)-6'-chloro-5-(difluoromethoxy)-[2,3'-bipyridin]-4'-amine NC1=NC(=NC=C1)C=1C=NN(C1OC[C@@H](CNC1=C(C=NC(=C1)Cl)C1=NC=C(C=C1)OC(F)F)F)C